N-((3-(4-(((ethyl(methyl)amino)methylene)amino)-2,5-dimethylphenoxy)phenyl)(methyl)(oxo)-λ6-sulfaneylidene)cyclobutanecarboxamide C(C)N(C)C=NC1=CC(=C(OC=2C=C(C=CC2)S(=NC(=O)C2CCC2)(=O)C)C=C1C)C